FC=1C=C(C=CC1)C(C(=O)NC=1SC=CN1)N1CC=2C=NC(=CC2C1=O)C1=CC=C(C=C1)C1CCN(CC1)C 2-(3-Fluorophenyl)-2-(6-(4-(1-methylpiperidin-4-yl)phenyl)-1-oxo-1,3-dihydro-2H-pyrrolo[3,4-c]pyridin-2-yl)-N-(thiazol-2-yl)acetamide